(2S,4R)-1-[(2S)-2-(4-cyclopropyltriazol-1-yl)-3,3-dimethyl-butanoyl]-N-(6,7-dihydro-5H-pyrazolo[5,1-b][1,3]oxazin-2-ylmethyl)-4-hydroxy-pyrrolidine-2-carboxamide C1(CC1)C=1N=NN(C1)[C@H](C(=O)N1[C@@H](C[C@H](C1)O)C(=O)NCC1=NN2C(OCCC2)=C1)C(C)(C)C